(E)-7-(2-(4-((5-cyclopropyl-3-(3,5-dichloropyridin-4-yl)isoxazol-4-yl)methoxy)bicyclo[2.2.2]octan-1-yl)vinyl)imidazo[1,2-a]pyridine-3-carboxylic acid C1(CC1)C1=C(C(=NO1)C1=C(C=NC=C1Cl)Cl)COC12CCC(CC1)(CC2)/C=C/C2=CC=1N(C=C2)C(=CN1)C(=O)O